E-N-(2-methyl-1,2,3,4-tetrahydronaphthalen-1-yl)-3-(2-oxoindolin-6-yl)acrylamide CC1C(C2=CC=CC=C2CC1)NC(\C=C\C1=CC=C2CC(NC2=C1)=O)=O